[N+](=O)([O-])C=1C(=NC=CC1)NC1=CC=C(C(=O)OCC)C=C1 ethyl 4-((3-nitropyridin-2-yl)amino)benzoate